N',1-dihydroxycyclobutanecarboxamidine ON=C(N)C1(CCC1)O